1-(tert-butyl) 3-ethyl 2-(6-methoxy-5-nitropyridin-2-yl)malonate COC1=C(C=CC(=N1)C(C(=O)OC(C)(C)C)C(=O)OCC)[N+](=O)[O-]